mercaptoethyl-trimethylsilane SCC[Si](C)(C)C